C(C=C)(=O)OCC(C(C(=O)N1[C@@H](CCCC1)C(=O)O[C@H](CCC1=CC(=C(C=C1)OC)OC)C=1C=C(C=CC1)NC(CCC(=O)O)=O)=O)(C)C 4-((3-((R)-1-(((S)-1-(4-(acryloyloxy)-3,3-dimethyl-2-oxobutanoyl)piperidine-2-carbonyl)oxy)-3-(3,4-dimethoxyphenyl)propyl)phenyl)amino)-4-oxobutanoic acid